C1(CC1)C=1N=NN(C1)[C@H](C(=O)N1[C@@H](C[C@H](C1)O)C(=O)NCCN1N=CC(=N1)C1=NC=CC=C1)C(C)(C)C (2S,4r)-1-[(2S)-2-(4-cyclopropyl-triazol-1-yl)-3,3-dimethyl-butyryl]-4-hydroxy-N-[2-[4-(2-pyridyl)triazol-2-yl]ethyl]pyrrolidine-2-carboxamide